Benzyl N-[[2-[4-[(5-cyclopropyl-1H-pyrazol-3-yl)amino]pyrimidin-2-yl]-2-azabicyclo[2.1.1]hexan-4-yl]methyl]-N-methyl-carbamate C1(CC1)C1=CC(=NN1)NC1=NC(=NC=C1)N1C2CC(C1)(C2)CN(C(OCC2=CC=CC=C2)=O)C